C(C)(C)(C)OC(N[C@H]1C(N(OC1)CC1=CC=C(C=C1)C)=O)=O (R)-(2-(4-methylbenzyl)-3-oxoisoxazolidin-4-yl)carbamic acid tert-butyl ester